methyl-1-hydroxy-methyl-pyrazole CC=1C(=NN(C1)O)C